N-(3'-(tert-butyl)-[1,1'-biphenyl]-3-yl)-2-(4-(tert-butyl)phenyl)dibenzo[b,d]furan-1-amine C(C)(C)(C)C=1C=C(C=CC1)C1=CC(=CC=C1)NC1=C(C=CC=2OC3=C(C21)C=CC=C3)C3=CC=C(C=C3)C(C)(C)C